C(C=C)OCCC(CCOCC=C)=O 1,5-bis(allyloxy)pentane-3-one